P(OC1=CC=C(C=C1)N)(OC1=CC=C(C=C1)N)(OC1=CC=C(C=C1)N)=S tri(4-aminophenyl) phosphorothioate